ClC1=CC=C(C=C1)C=1C=C2C(CCC(C2=CC1)(C)C)(C)C 6-(4-Chlorophenyl)-1,1,4,4-tetramethyl-1,2,3,4-tetrahydronaphthalene